CC1=CC=C2C=NC(=NC2=C1C=1C=C(C=CC1)NC(CC)=O)NC1=CC=C(C=C1)N1CCN(CC1)C N-(3-(7-methyl-2-((4-(4-methylpiperazin-1-yl)phenyl)amino)quinazolin-8-yl)phenyl)propanamide